N1=CC=CC2=CC(=CC=C12)C(C)N1C=NC=2C1=NC(=CN2)C2=CC=C(C=C2)S(=O)(=O)N 4-(1-(1-(quinolin-6-yl)ethyl)-1H-imidazo[4,5-b]pyrazin-6-yl)benzenesulfonamide